CC(C)(CCC(C)(C(C)(C)C)C)C(C)(C)C ls-2,5-dimethyl-2,5-di-tert-butyl-hexane